CN(C(=O)O[C@H]\1CCN(CC/C=C1)C(=O)OCC[Si](C)(C)C)C 2-(Trimethylsilyl)ethyl (S,E)-4-((dimethylcarbamoyl)oxy)-3,4,7,8-tetrahydroazocine-1(2H)-carboxylate